N-((S)-6-(((1r,4S)-4-hydroxycyclohexyl)oxy)-2-(2-hydroxypropan-2-yl)-2-methyl-2,3-dihydrobenzofuran-5-yl)pyrazolo[1,5-a]pyrimidine-3-carboxamide OC1CCC(CC1)OC1=CC2=C(C[C@@](O2)(C)C(C)(C)O)C=C1NC(=O)C=1C=NN2C1N=CC=C2